ClC1=C(C=CC=C1Cl)C=1C=2N(C(=NC1C)N1CCC3([C@@H]([C@@H](OC3)C)N)CC1)C=NN2 (3S,4S)-8-(8-(2,3-dichlorophenyl)-7-methyl-[1,2,4]triazolo[4,3-c]pyrimidin-5-yl)-3-methyl-2-oxa-8-azaspiro[4.5]decan-4-amine